O[C@@H]1[C@H](O[C@@H]([C@H]([C@@H]1O)O)CO)OCCN(C([C@H](CCC(=O)N(CCOC1OC(C(C(C1O)O)O)CO)CCO[C@H]1O[C@@H]([C@H]([C@@H]([C@@H]1O)O)O)CO)NC(CCCCCNC(OCC1=CC=CC=C1)=O)=O)=O)CCO[C@H]1O[C@@H]([C@H]([C@@H]([C@@H]1O)O)O)CO Benzyl (6-(((S)-1,5-bis(bis(2-(((2S,3S,4S,5S,6R)-3,4,5-trihydroxy-6-(hydroxymethyl) tetrahydro-2H-pyran-2-yl)oxy)ethyl)amino)-1,5-dioxopentan-2-yl)amino)-6-oxohexyl)carbamate